CC1=CC=C(C=C1)S(=O)(=O)OCCCCC pentyl 4-Toluenesulfonate